tert-butyl (R)-3-((6-(3-(tert-butoxy)-2-hydroxy-3-oxopropoxy)-isoquinolin-1-yl)amino)azetidine-1-carboxylate C(C)(C)(C)OC([C@@H](COC=1C=C2C=CN=C(C2=CC1)NC1CN(C1)C(=O)OC(C)(C)C)O)=O